(Z)-4-((1-(4-amino-2-fluorobut-2-en-1-yl)-5-hydroxy-2,6-dimethyl-1H-pyrrolo[3,2-b]pyridin-3-yl)methyl)-N,N-dimethylbenzenesulfonamide dihydrochloride Cl.Cl.NC\C=C(\CN1C(=C(C2=NC(=C(C=C21)C)O)CC2=CC=C(C=C2)S(=O)(=O)N(C)C)C)/F